C(C)(=O)N1CCC(CC1)N1N=C(C(=C1N)C(=O)N)C1=CC=C2C=CC(=NC2=C1)C1=CC=CC=C1 1-(1-acetylpiperidin-4-yl)-5-amino-3-(2-phenylquinolin-7-yl)-1H-pyrazole-4-carboxamide